NC1(C(C(CC1)NC=1C=2N(N=CC1C(=NC1=CC=C(C=C1)O)N)C=C(C2)C2=CC=CC=C2)(C)C)C 4-[(3-amino-2,2,3-trimethyl-cyclopentyl)amino]-N'-(4-hydroxyphenyl)-6-phenyl-pyrrolo[1,2-b]pyridazine-3-carboxamidine